2-(4,7-diazaspiro[2.5]octan-7-yl)-5H-[1,3,4]thiadiazolo[3,2-a]pyrimidin-5-one C1CC12NCCN(C2)C2=NN1C(=NC=CC1=O)S2